CN1CCN(CC1)C1=NC2=CC=CC=C2C(=N1)N 2-(4-methylpiperazin-1-yl)quinazolin-4-amine